C(C)N(CCCOC(=O)OC(CCOC(CCC(OCC(CCC)CCC)OCC(CCC)CCC)=O)CCCCCCCCCCCC)C 3-(((3-(ethyl(methyl)amino)propoxy)carbonyl)oxy)pentadecyl-4,4-bis((2-propylpentyl)oxy)butanoate